tert-butyl ((S)-1-(((S)-1-amino-1-oxo-3-((S)-2-oxopiperidin-3-yl)propan-2-yl)amino)-3-cyclopropyl-1-oxopropan-2-yl)carbamate NC([C@H](C[C@H]1C(NCCC1)=O)NC([C@H](CC1CC1)NC(OC(C)(C)C)=O)=O)=O